ClC1=C(C=C(C(=C1)F)C1=C(C(=C(C(=C1F)F)F)F)F)/C=C/C(=O)O (E)-3-(4-chloro-2',3',4',5',6,6'-hexafluoro-[1,1'-biphenyl]-3-yl)acrylic acid